phosphonomethoxydeoxythreonyl-cytosine P(=O)(O)(O)CON[C@@H](CC)C(=O)NC1=NC(NC=C1)=O